C1(=C(C=CC=C1)C=1C(=O)NC(C1)=O)C=1C(=O)NC(C1)=O 1,2-Phenylenbismaleimid